N,N'-hexylenebismethacrylamide C(CCCCCNC(C(=C)C)=O)NC(C(=C)C)=O